Methyl (3S)-3-[3-(benzyloxycarbonylamino)-2-chlorophenyl]-3-{[N'-tert-butoxy-carbonyl-N-(cyclohexyl)carbamimidoyl]amino}butanoate C(C1=CC=CC=C1)OC(=O)NC=1C(=C(C=CC1)[C@@](CC(=O)OC)(C)NC(NC1CCCCC1)=NC(=O)OC(C)(C)C)Cl